(S)-2,5-diphenyl-2,5,6,7-tetrahydro-3H-pyrrolo[2,1-c][1,2,4]triazol-3-one C1(=CC=CC=C1)N1N=C2N(C1=O)[C@@H](CC2)C2=CC=CC=C2